(2-(2H-1,2,3-triazol-2-yl)phenyl)((1S,4R,6R)-6-((5-(trifluoromethyl)pyridin-2-yl)amino)-2-azabicyclo[2.2.2]octan-2-yl)methanone N=1N(N=CC1)C1=C(C=CC=C1)C(=O)N1[C@@H]2[C@@H](C[C@H](C1)CC2)NC2=NC=C(C=C2)C(F)(F)F